BrC=1C=2N(C=C(N1)C)C=C(N2)NC(OCC2=CC=CC=C2)=O benzyl N-(8-bromo-6-methyl-imidazo[1,2-a]pyrazin-2-yl)carbamate